(S)-1-(4-(7-(6-amino-3-(trifluoromethyl)pyridin-2-yl)-6-chloro-2-((1-(dimethylamino)propan-2-yl)oxy)quinazolin-4-yl)piperazin-1-yl)prop-2-en-1-one NC1=CC=C(C(=N1)C1=C(C=C2C(=NC(=NC2=C1)O[C@H](CN(C)C)C)N1CCN(CC1)C(C=C)=O)Cl)C(F)(F)F